ClC1=NC(=CC=C1[N+](=O)[O-])SC 2-Chloro-6-(methylthio)-3-nitropyridine